bromoethoxyt-butyldimethylsilane BrCCO[Si](C)(C)C(C)(C)C